C(C)(=O)NCCOC1=C(C=C(C=C1)CC)S(=O)(=O)NC1=NOC2=C1C(=CC(=C2)CN2N=CC(=C2)CNC(OC)=O)OC methyl ((1-((3-((2-(2-acetamidoethoxy)-5-ethylphenyl)sulfonamido)-4-methoxybenzo[d]isoxazol-6-yl)methyl)-1H-pyrazol-4-yl)methyl)carbamate